10-hydroxyethyl-(1,4,7,10-tetraazacyclododecane-1,4,7-triyl) triacetate C(C)(=O)ON1CCN(CCN(CCN(CC1)CCO)OC(C)=O)OC(C)=O